S1C(=NC2=C1C=CC=C2)NC2=C(C(=C(N=N2)NC=2SC=C(N2)C(=O)OCC)CCCN2CCN(CC2)C)C ethyl 2-({6-[(1,3-benzothiazol-2-yl) amino]-5-methyl-4-[3-(4-methylpiperazin-1-yl) propyl] pyridazin-3-yl} amino)-1,3-thiazole-4-carboxylate